8-chloro-1-methyl-6-phenyl-4H-benzo[f][1,2,4]triazolo[4,3-a][1,4]diazepine ClC=1C=CC2=C(C(=NCC=3N2C(=NN3)C)C3=CC=CC=C3)C1